N-(1-ethyl-2-oxo-1,2-dihydrobenzo[cd]indol-6-yl)-1-(4-fluorophenyl)methanesulfonamide C(C)N1C(C2=C3C(C(=CC=C13)NS(=O)(=O)CC1=CC=C(C=C1)F)=CC=C2)=O